ClC1=CC=C(C=C1)C1=NN(C[C@@H]1C1=CC=CC=C1)/C(/NC[C@@H](C(C)C)NS(N)(=O)=O)=N/S(=O)(=O)C1=CC=C(C=C1)Cl (S,E)-3-(4-chlorophenyl)-N'-((4-chlorophenyl)sulfonyl)-N-((R)-3-methyl-2-(sulfamoylamino)butyl)-4-phenyl-4,5-dihydro-1H-pyrazole-1-carboximidamide